BrC1=C2OCCCC3=C(NC(C(S1)=C23)=O)C(=O)N2CCCC2 2-bromo-7-(pyrrolidine-1-carbonyl)-12-oxa-3-thia-6-azatricyclo[6.4.1.04,13]-trideca-1,4(13),7-trien-5-one